1-(1-acryloyl-piperidin-4-yl)-7-chloro-6-(3-hydroxynaphthalen-1-yl)-4-(2-isopropyl-6-methylphenyl)-1,4-dihydroquinoxaline-2,3-dione C(C=C)(=O)N1CCC(CC1)N1C(C(N(C2=CC(=C(C=C12)Cl)C1=CC(=CC2=CC=CC=C12)O)C1=C(C=CC=C1C)C(C)C)=O)=O